Potassium Potassium 2-ethylhexanoate C(C)C(C(=O)[O-])CCCC.[K+].[K+].C(C)C(C(=O)[O-])CCCC